C1(CCC=2C=NC=3C=CC=CC3C21)=O 3H-cyclopenta[c]quinolone